[C+4].C=CC1=CC=C(C=C1)S(=O)(=O)[O-].C=CC1=CC=C(C=C1)S(=O)(=O)[O-].C=CC1=CC=C(C=C1)S(=O)(=O)[O-].C=CC1=CC=C(C=C1)S(=O)(=O)[O-] p-styrenesulfonate carbon